1,2-dibromo-4,5-dieicosanoxybenzene BrC1=C(C=C(C(=C1)OCCCCCCCCCCCCCCCCCCCC)OCCCCCCCCCCCCCCCCCCCC)Br